COC(CCC(C=1OC2=C(N1)C=C(C=C2)C(C)(C)C)(F)F)=O 4,4-difluoro-4-(5-tert-butylbenzoxazol-2-yl)butanoic acid methyl ester